6-chloro-N-(2,6-dichlorophenyl)-1-(2,4-difluorophenyl)-4-oxo-1,4-dihydro-1,8-naphthyridine-3-carboxamide ClC=1C=C2C(C(=CN(C2=NC1)C1=C(C=C(C=C1)F)F)C(=O)NC1=C(C=CC=C1Cl)Cl)=O